CC1=CC=C(C=C1)C=CC(=O)NC1=CC=C(C=C1)S(=O)(=O)N1CCCC1 3-(4-methylphenyl)-N-[4-(1-pyrrolidinylsulfonyl)phenyl]acryl-amide